N-sec-Butyl(trimethylsilyl)amin C(C)(CC)N[Si](C)(C)C